CC(C[N-]CCCC1=CC=CC=C1)=C N-(2-methylallyl)-N-phenylpropylamide